C(C1=CC=CC=C1)OC(\N=C(\NC(CCC=C)=O)/SC)=O (Z)-methylthio(pent-4-enamido)methylenecarbamic acid benzyl ester